ClC1=C2N=C(C=NC2=CC=C1OC=1C=C(C(=CC1)N)N)C=1C=NN(C1C)C1OCCCC1 4-[5-chloro-3-(5-methyl-1-tetrahydropyran-2-yl-pyrazol-4-yl)quinoxalin-6-yl]oxybenzene-1,2-diamine